6-chloro-N-[3-(2,2-dimethylpropoxy)phenyl]pyrido[3,2-d]pyrimidin-4-amine ClC=1C=CC=2N=CN=C(C2N1)NC1=CC(=CC=C1)OCC(C)(C)C